chloro-5-methyl-3,4,5,6-tetrahydro-[1,1'-biphenyl]-2-carbaldehyde ClC1C(=C(CC(C1)C)C1=CC=CC=C1)C=O